Allyl (6S,6aS)-6-hydroxy-2-methoxy-3-(4-methoxy-4-oxobutoxy)-12-oxo-6,6a,7,8,9,10-hexahydrobenzo[e]pyrido[1,2-a][1,4]diazepine-5(12H)-carboxylate O[C@H]1[C@H]2N(C(C3=C(N1C(=O)OCC=C)C=C(C(=C3)OC)OCCCC(=O)OC)=O)CCCC2